1-[4-(1-Methyl-1H-pyrazolo[4,3-b]pyridin-3-yl)-phenyl]-3-oxazol-5-ylmethyl-urea CN1N=C(C2=NC=CC=C21)C2=CC=C(C=C2)NC(=O)NCC2=CN=CO2